[O-2].[La+3].[Cu+2] copper-lanthanum oxide